tert-butyl 3-(4-methoxycarbonylphenoxy)-4-oxo-piperidine-1-carboxylate COC(=O)C1=CC=C(OC2CN(CCC2=O)C(=O)OC(C)(C)C)C=C1